N[C@H](C(=O)NCC(=O)N[C@@H](CC(=O)O)C1=CC=C(C=C1)C1=CC=C(C2=CC=CC=C12)OCCOCCOCCOCCOCCN=[N+]=[N-])CCCNC(=O)N (S)-3-(2-((S)-2-amino-5-ureidopentanamido)acetamido)-3-(4-(4-((14-azido-3,6,9,12-tetraoxatetradecyl)oxy)naphthalen-1-yl)phenyl)propanoic acid